C(C)C(COC(C1=C(C=CC=C1)O)=O)CCCC 2-Ethylhexyl-2-hydroxybenzoat